1-(4-amino-7-(3-(aminomethyl)benzyl)-2-(1,1-difluorobutyl)-1H-imidazo[4,5-c]quinolin-1-yl)-2-methylpropan-2-ol NC1=NC=2C=C(C=CC2C2=C1N=C(N2CC(C)(O)C)C(CCC)(F)F)CC2=CC(=CC=C2)CN